CC=1N=C(N=NC1)N[C@H]1CNCCC1 (R)-3-((5-methyl-1,2,4-triazin-3-yl)amino)piperidin